C(C)(=O)C1(CCCCC1)S(=O)(=O)OOS(=O)(=O)C1(CCCCC1)C(C)=O acetylcyclohexylsulfonyl peroxid